O1NCCCCC1 Oxazepane